(E)-7-(3-(2-methylenethienyl)-2,5-dioxopyrrolidinyl)-N-hydroxyheptylamide C=C1SC=CC1C1C(N(C(C1)=O)C(CCCCCC[NH-])O)=O